FC=1C=C(C(=O)NCC2=NC=C3C=CC(=NC3=C2)C2=NC(=CC=C2)N2CC3(CC3)[C@H](CC2)O)C=C(C1)S(=O)(=O)C (S)-3-fluoro-N-((2-(6-(8-hydroxy-5-azaspiro[2.5]octan-5-yl)pyridin-2-yl)-1,6-naphthyridin-7-yl)methyl)-5-(methylsulfonyl)benzamide